C(#N)C=1C=C(C=CC1)C(CN1C([C@@H]2N(CCN(C2)C#N)CC1)=O)C (9aR)-8-(2-(3-cyanophenyl)propyl)-9-oxooctahydro-2H-pyrazino[1,2-a]pyrazine-2-carbonitrile